FC=1C=C(C=NC1)OCCN(CC[C@@H](C(=O)O)NC=1C2=C(N=CN1)N(C=C2)C)CCCCC2=NC=1NCCCC1C=C2 (S)-4-((2-((5-fluoropyridin-3-yl)oxy)ethyl)(4-(5,6,7,8-tetrahydro-1,8-naphthyridin-2-yl)butyl)amino)-2-((7-methyl-7H-pyrrolo[2,3-d]pyrimidin-4-yl)amino)butanoic acid